trans-N-[4-[5-[4-(benzylcarbamoylamino)-2-(tert-butylsulfamoyl)phenyl]-4-fluoro-thiazol-2-yl]cyclohexyl]carbamic acid isopropyl ester C(C)(C)OC(N[C@@H]1CC[C@H](CC1)C=1SC(=C(N1)F)C1=C(C=C(C=C1)NC(NCC1=CC=CC=C1)=O)S(NC(C)(C)C)(=O)=O)=O